[Li].[K].[Na] sodium potassium lithium salt